C(C)(=O)N1CCC(CC1)N(C(=O)NC1=NC=C(N=C1O)Br)C1=C(C=CC=C1)C(C)C 1-(1-acetylpiperidin-4-yl)-3-(5-bromo-3-hydroxypyrazin-2-yl)-1-(2-isopropylphenyl)urea